N-(4-(dimethylamino)butyl)-4-morpholino-2-(3-(m-tolyl)-1H-pyrazol-1-yl)furo[3,2-d]pyrimidine-6-carboxamide CN(CCCCNC(=O)C1=CC=2N=C(N=C(C2O1)N1CCOCC1)N1N=C(C=C1)C=1C=C(C=CC1)C)C